4-(pyridin-2-yldisulfanyl)-2-sulfo-butyric acid N1=C(C=CC=C1)SSCCC(C(=O)O)S(=O)(=O)O